7-[(3R,4S)-4-[(4-chlorophenyl)(methyl)amino]-3-methyl-piperidin-1-yl]-2,4-dimethyl-5-oxo-4H,5H-[1,3]thiazolo[5,4-b]pyridine-6-carbonitrile ClC1=CC=C(C=C1)N([C@@H]1[C@@H](CN(CC1)C=1C2=C(N(C(C1C#N)=O)C)SC(=N2)C)C)C